2,6-Difluorobenzyl bromide FC1=C(CBr)C(=CC=C1)F